ClC=1C=C(C=CC1)C(CO)NC(=O)C=1N=CN(C1)C1=NC(=NC=C1C)NC1=CC=C(C=C1)OC1=CC=CC=C1 N-(1-(3-chlorophenyl)-2-hydroxy-ethyl)-1-(5-methyl-2-((4-phenoxy-phenyl)-amino)pyrimidin-4-yl)-1H-imidazole-4-carboxamide